C(CCCCCCC)OC(C(CCCCCCCCCCCCCCCCC)=O)=O octyl-2-oxo-nonadecanoate